CN(C=1C=C(OCCOCC=2N=C(OC2)N(CC2=CC=C(C=C2)N2CCN(CC2)C)CC2=CC(=CC=C2)OC)C=CC1)C 4-((2-(3-(dimethylamino)phenoxy)ethoxy)methyl)-N-(3-methoxybenzyl)-N-(4-(4-methylpiperazin-1-yl)benzyl)oxazol-2-amine